N(=C=O)C=1C=C(C=CC1)C1=CC(=CC=C1)N=C=O 3,3'-diisocyanatobiphenyl